Ethyl 4-(hydroxymethyl)-2-methylpyrazolo[1,5-a]pyridine-3-carboxylate OCC=1C=2N(C=CC1)N=C(C2C(=O)OCC)C